2-(isoxazol-3-yl)-6-methyl-N-(3-phenylpropyl)thieno[2,3-d]pyrimidin-4-amine O1N=C(C=C1)C=1N=C(C2=C(N1)SC(=C2)C)NCCCC2=CC=CC=C2